3-(4-((7-(cyclohexylamino)heptyl)amino)phenyl)piperidine-2,6-dione C1(CCCCC1)NCCCCCCCNC1=CC=C(C=C1)C1C(NC(CC1)=O)=O